(E)-4-hydroxy-N-(4-((E)-3-(3-methoxyphenyl)acrylamido)butyl)-2-methylbut-2-enamide OC/C=C(/C(=O)NCCCCNC(\C=C\C1=CC(=CC=C1)OC)=O)\C